pentaerythritol tripropionate C(CC)(=O)OCC(COC(CC)=O)(COC(CC)=O)CO